O=C1NC[C@H]2CNC[C@H]21 (1S,3aS,6aR)-3-oxooctahydropyrrolo[3,4-c]pyrrol